C1(CC1)C#CC1=CC=C(C=N1)C=1N=C(NC(C1)=O)C=1C(=C(CNC(C(C)C)=O)C=CC1C(F)(F)F)F N-(3-{4-[6-(cyclopropylethynyl)pyridin-3-yl]-6-oxo-1,6-dihydropyrimidin-2-yl}-2-fluoro-4-(trifluoromethyl)benzyl)isobutyramide